carbazole sodium salt [Na].C1=CC=CC=2C3=CC=CC=C3NC12